((R)-2-(benzofuran-3-yl)-1-(((3-(2-cyano-3-((3R,SR)-3,5-dimethylmorpholino)-3-oxoprop-1-en-1-yl)phenethoxy)carbonyl)amino)ethyl)boronic acid O1C=C(C2=C1C=CC=C2)C[C@H](NC(=O)OCCC2=CC(=CC=C2)C=C(C(=O)N2[C@@H](COC[C@@H]2C)C)C#N)B(O)O |&1:32|